7-(2-Ethoxy-benzyl)-5-[1-(2-fluoro-6-methyl-phenyl)-piperidin-4-yl]-2-methyl-2,4,5,7-tetrahydro-pyrazolo[3,4-d]pyrimidin-6-on C(C)OC1=C(CN2C(N(CC=3C2=NN(C3)C)C3CCN(CC3)C3=C(C=CC=C3C)F)=O)C=CC=C1